CNC(C(C)S(=O)(=O)O)C 3-Methylaminobutane-2-sulfonic acid